5-fluoro-4-(4-fluoro-2-methoxyphenyl)pyrimidine-2-amine FC=1C(=NC(=NC1)N)C1=C(C=C(C=C1)F)OC